((4,6-dimethyl-2-oxo-1,2-dihydropyridin-3-yl)methyl)-3-(ethyl-(tetrahydro-2H-pyran-4-yl)amino)-2-methyl-5-(vinylsulfonamido)benzamide CC1=C(C(NC(=C1)C)=O)CC1=C(C(=C(C(=O)N)C=C1NS(=O)(=O)C=C)C)N(C1CCOCC1)CC